B(O)(O)O.FC(C[SiH3])(F)F.FC(C[SiH3])(F)F.FC(C[SiH3])(F)F tris(trifluoroethylsilane) borate